acryloyl-oxy-1,2,2,6,6-pentamethylpiperidine ethyl-3-((tert-butoxycarbonyl)(3-hydroxypropyl)amino)propanoate C(C)OC(CCN(CCCO)C(=O)OC(C)(C)C)=O.C(C=C)(=O)OC1C(N(C(CC1)(C)C)C)(C)C